FCCNC(OC(C)(C)C)=O tert-Butyl (2-fluoroethyl)carbamate